C(C)(C)(C)C=1SC(=CN1)C(=O)N[C@@H]1CCCC=2C=C(C=NC12)C1=C2C(=NC=C1)N(N=C2)C2OCCCC2 2-(tert-butyl)-N-((8R)-3-(1-(tetrahydro-2H-pyran-2-yl)-1H-pyrazolo[3,4-b]pyridin-4-yl)-5,6,7,8-tetrahydroquinolin-8-yl)thiazole-5-carboxamide